NC1=C2C(=NC=N1)N(N=C2C2=C(C(=C(C=C2)OC)F)F)C(C)C2=NC1=CC=CC(=C1C(N2C2CCCCC2)=O)Cl 2-(1-(4-amino-3-(2,3-difluoro-4-methoxyphenyl)-1H-pyrazolo[3,4-d]pyrimidin-1-yl)ethyl)-5-chloro-3-cyclohexylquinazolin-4(3H)-one